tert-butyl [2-(1,3-dimethyl-1H-pyrazol-4-yl)-2-oxoethyl]carbamate CN1N=C(C(=C1)C(CNC(OC(C)(C)C)=O)=O)C